ClC1=C(C=C(S1)CO)C (5-chloro-4-methylthiophen-2-yl)methanol